4-(2-{[2-(2-{[tert-Butyl(dimethyl)silyl]oxy}phenyl)ethyl]amino}ethyl)benzonitril [Si](C)(C)(C(C)(C)C)OC1=C(C=CC=C1)CCNCCC1=CC=C(C#N)C=C1